4-(7-((2,6-diethoxy-4'-fluoro-[1,1'-biphenyl]-4-yl)methyl)-2,7-diazaspiro[3.5]nonan-2-yl)-2-methoxybenzoic acid C(C)OC1=C(C(=CC(=C1)CN1CCC2(CN(C2)C2=CC(=C(C(=O)O)C=C2)OC)CC1)OCC)C1=CC=C(C=C1)F